Isopropyl-1,1'-biphenyl C(C)(C)C1=C(C=CC=C1)C1=CC=CC=C1